N-(((2S,4S)-1-benzyl-4-((dimethylamino)methyl)pyrrolidin-2-yl)methyl)-4,4''-difluoro-[1,1':3',1''-terphenyl]-5'-carboxamide C(C1=CC=CC=C1)N1[C@@H](C[C@H](C1)CN(C)C)CNC(=O)C=1C=C(C=C(C1)C1=CC=C(C=C1)F)C1=CC=C(C=C1)F